N1CCC2=CC=C(C=C12)N1C(NC2(C1)CCC(CC2)(C2=CC=CC=C2)N(C)C)=O 3-(2,3-dihydro-1H-indol-6-yl)-8-dimethylamino-8-phenyl-1,3-diazaspiro[4.5]decan-2-one